ClC=1C=C2NC(C=3N(C2=C(C1C1=C2C=CNC2=C(C=C1)F)C)C(=NN3)C)(C)C 7-Chloro-8-(7-fluoro-1H-indol-4-yl)-1,4,4,9-tetramethyl-5H-[1,2,4]triazolo[4,3-a]quinoxaline